ClC=1C=C2C=C(NC2=CC1)CNC(N(C)[C@H]1CN(CCC1)C(=O)C1=NOC=C1)=O (R)-3-((5-chloro-1H-indol-2-yl)methyl)-1-(1-(isoxazole-3-carbonyl)piperidin-3-yl)-1-methylurea